4-[(3R)-3-(cyclobutylmethylamino)-1-piperidyl]-1-[1-[4-(6-methoxy-1H-indazol-4-yl)triazol-1-yl]ethyl]pyridin-2-one C1(CCC1)CN[C@H]1CN(CCC1)C1=CC(N(C=C1)C(C)N1N=NC(=C1)C1=C2C=NNC2=CC(=C1)OC)=O